9-(3-dimethylaminophenyl)acridine CN(C=1C=C(C=CC1)C=1C2=CC=CC=C2N=C2C=CC=CC12)C